2-(3,4-Dimethoxyphenyl)-7-[(3R)-3,4-dimethylpiperazin-1-yl]-9-methyl-4H-pyrido[1,2-a]pyrimidin-4-one COC=1C=C(C=CC1OC)C=1N=C2N(C(C1)=O)C=C(C=C2C)N2C[C@H](N(CC2)C)C